3-{6-[4-({1-[4-(2,6-dioxopiperidin-3-yl)-2-fluorophenyl]piperidin-4-yl}methyl)piperazin-1-yl]pyridin-3-yl}-4-oxo-3,4-dihydroquinazolin O=C1NC(CCC1C1=CC(=C(C=C1)N1CCC(CC1)CN1CCN(CC1)C1=CC=C(C=N1)N1C=NC2=CC=CC=C2C1=O)F)=O